6-chloro-4-[[(3R)-1-tert-butoxycarbonyl-3-piperidyl]amino]pyridine-3-carboxylic acid ClC1=CC(=C(C=N1)C(=O)O)N[C@H]1CN(CCC1)C(=O)OC(C)(C)C